C1(CC1)NC1=NC=2N(C(C(=NC2C=N1)C1=CC2=CN(N=C2C=C1)CCS(=O)(=O)C)=O)C1=CC=C(C=C1)OC(F)F 2-(cyclopropylamino)-8-(4-(difluoromethoxy)phenyl)-6-(2-(2-(methylsulfonyl)ethyl)-2H-indazol-5-yl)pteridin-7(8H)-one